ClC=1C(=C(C(=CC1)C(F)F)C1=CN=C(C(=N1)C(=O)NC=1C=NN(C1)[C@H](C)C=1C=NC(=NC1)N1C([C@@H]2C[C@@H]2C1)=O)C)F |o1:24| 6-(3-Chloro-6-(difluoromethyl)-2-fluorophenyl)-3-methyl-N-(1-((R or S)-1-(2-((1R,5S)-2-oxo-3-azabicyclo[3.1.0]hexan-3-yl)pyrimidin-5-yl)ethyl)-1H-pyrazol-4-yl)pyrazine-2-carboxamide